5-ethyl-2-methoxy-N-(4-methoxy-6-((4-(4-propioloylpiperazine-1-carbonyl)-1H-pyrazol-1-yl)methyl)benzo[d]isoxazol-3-yl)benzenesulfonamide C(C)C=1C=CC(=C(C1)S(=O)(=O)NC1=NOC2=C1C(=CC(=C2)CN2N=CC(=C2)C(=O)N2CCN(CC2)C(C#C)=O)OC)OC